3'-azido-2',3'-dideoxyuridine N(=[N+]=[N-])[C@H]1C[C@@H](O[C@@H]1CO)N1C(=O)NC(=O)C=C1